endo-N-(7-cyano-7-azabicyclo[2.2.1]heptan-2-yl)-3-(4-(trifluoromethyl)phenyl)urea C(#N)N1C2C(CC1CC2)NC(=O)NC2=CC=C(C=C2)C(F)(F)F